1-(3,4-dimethoxyphenyl)-2-phenylethane COC=1C=C(C=CC1OC)CCC1=CC=CC=C1